FC=1C=C2C(=NC1N)CCO2 6-fluoro-2,3-dihydrofuro[3,2-b]pyridin-5-amine